(R)-2-ethyl-10-methyl-2,3,4,5-tetrahydro-[1,4]oxazepino[7,6-b]quinoline C(C)[C@H]1OC2=NC3=C(C=CC=C3C=C2CNC1)C